3-[4-(5-fluoro-1-{[2-(trimethylsilyl)ethoxy]methyl}-1H-pyrrolo[2,3-b]pyridin-4-yl)-1H-pyrazol-1-yl]-1-piperidin-4-ylazetidin FC=1C(=C2C(=NC1)N(C=C2)COCC[Si](C)(C)C)C=2C=NN(C2)C2CN(C2)C2CCNCC2